ClCC1=CC=C(C=C1)N1CCC(CC1)CC=1C=CC(=NC1)NC1=NC=C(C(=N1)C=1C=C(C2=C(N(C(=N2)C)C(C)C)C1)F)F N-(5-((1-(4-(chloromethyl)phenyl)piperidin-4-yl)methyl)pyridin-2-yl)-5-fluoro-4-(4-fluoro-1-isopropyl-2-methyl-1H-benzo[d]imidazol-6-yl)pyrimidin-2-amine